N[C@@H](CCCCNC(OC(C)(C)C)=O)CN tert-Butyl (S)-(5,6-diaminohexyl)carbamate